FC1=CC=C(C=C1)N1C(=C(C2=C(C=CC=C12)O)S(=O)(=O)C1=CC=C(C(=O)O)C=C1)C(C)C 4-[1-(4-fluorophenyl)-4-hydroxy-2-isopropyl-indol-3-yl]sulfonylbenzoic acid